C(C1=CC=CC=C1)(C1=CC=CC=C1)(C1=CC=CC=C1)N1C=NC=C1 1-trityl-1H-imidazol